morphine e-succinate C(CCC(=O)O)(=O)O.C1=CC(O)=C2C=3[C@@]45[C@@H](O2)[C@@H](O)C=C[C@H]4[C@@H](CC13)N(C)CC5